4-(2-{1-[(2-Amino-9H-purin-6-yl)amino]ethyl}-6-methyl-4-oxo-4H-pyrido[1,2-a]pyrimidin-3-yl)benzonitrile Trifluoroacetic Acid Salt FC(C(=O)O)(F)F.NC1=NC(=C2N=CNC2=N1)NC(C)C=1N=C2N(C(C1C1=CC=C(C#N)C=C1)=O)C(=CC=C2)C